(S)-α-Methylbenzylamin C[C@@H](C1=CC=CC=C1)N